tert-butyl ((2-(2-(difluoromethoxy)-7-methylquinoxalin-5-yl)-4-fluoro-7,8-dihydro-[1,4]dioxino[2',3':3,4]benzo[1,2-d]thiazol-8-yl)methyl)carbamate FC(OC1=NC2=CC(=CC(=C2N=C1)C=1SC2=C(N1)C(=CC1=C2OC(CO1)CNC(OC(C)(C)C)=O)F)C)F